ClC1=C(C=C(C=C1)F)C(O)C1=C(C(=C(C=C1Br)F)[N+](=O)[O-])Br (2-chloro-5-fluorophenyl)(2,6-dibromo-4-fluoro-3-nitrophenyl)methanol